CC1=C(C(=NN1)C)C trimethyl-1H-pyrazol